C(C)(C)(C)OC(=O)N1C2(CC2)CN(CC1)CCOC1=C(C=C(C=C1)[N+](=O)[O-])C=C 7-(2-(4-nitro-2-vinylphenoxy)ethyl)-4,7-diazaspiro[2.5]octane-4-carboxylic acid tert-butyl ester